(S)-6-(cyclopropylamino)-N-(3-(1-((2-ethyl-2H-pyrazolo[3,4-b]pyrazin-6-yl)amino)ethyl)phenyl)nicotinamide C1(CC1)NC1=NC=C(C(=O)NC2=CC(=CC=C2)[C@H](C)NC=2C=NC=3C(N2)=NN(C3)CC)C=C1